4-(2-(cyclopropanesulfonamido)pyrimidin-4-yl)-N-(5-(6-ethoxypyrazin-2-yl)pyridin-2-yl)piperidine-4-carboxamide C1(CC1)S(=O)(=O)NC1=NC=CC(=N1)C1(CCNCC1)C(=O)NC1=NC=C(C=C1)C1=NC(=CN=C1)OCC